5-(3-benzhydryl-imidazolidine-1-carbonyl)-2-(2,6-dioxopiperidin-3-yl)isoindoline-1,3-dione C(C1=CC=CC=C1)(C1=CC=CC=C1)N1CN(CC1)C(=O)C=1C=C2C(N(C(C2=CC1)=O)C1C(NC(CC1)=O)=O)=O